2-((3-(4-bromophenyl)-8-(methyl-d2)-1,4,8-triazaspiro[4.5]deca-1,3-dien-2-yl)thio)-N-(quinolin-3-yl)acetamide BrC1=CC=C(C=C1)C=1C(=NC2(N1)CCN(CC2)C([2H])[2H])SCC(=O)NC=2C=NC1=CC=CC=C1C2